5-(benzyloxy)-2-methoxybenzoyl-hydrazine C(C1=CC=CC=C1)OC=1C=CC(=C(C(=O)NN)C1)OC